NC1=NC=NN2C1=C(C=C2C=2C(=CC(=C(C(=O)N[C@@H]1CN(C[C@@H]1F)C(=O)C1CC(CC1)(F)F)C2)F)C)C(F)(F)F 5-[4-amino-5-(trifluoromethyl)pyrrolo[2,1-f][1,2,4]triazin-7-yl]-N-[(3R,4S)-1-(3,3-difluorocyclopentanecarbonyl)-4-fluoropyrrolidin-3-yl]-2-fluoro-4-methylbenzamide